FC1=C(C(=CC=C1)C)C1CCC(CC1)C1=CC=2C(=NC(=CN2)C=O)N(C1=O)CC1=NC=CC=C1C(F)(F)F 7-((1r,4r)-4-(2-fluoro-6-methylphenyl)cyclohexyl)-6-oxo-5-((3-(trifluoromethyl)pyridin-2-yl)methyl)-5,6-dihydropyrido[2,3-b]pyrazine-3-carbaldehyde